O=C1N(CCC(N1)=O)C=1C=C(C(=O)O)C=CC1OCC 3-(2,4-dioxotetrahydropyrimidin-1(2H)-yl)-4-ethoxybenzoic acid